NC1=NC=C(C=C1O[C@H](C)C=1C=C(C=CC1)NC(=O)C1=CC=C2CCN(C2=C1)C)C=1C=NN(C1)C (R)-N-(3-(1-((2-Amino-5-(1-methyl-1H-pyrazol-4-yl)pyridin-3-yl)oxy)ethyl)phenyl)-1-methylindolin-6-carboxamid